NC1=NC=2C=NC(=CC2C2=C1[C@H](OC2)C)C(=O)N(CC=2N=NC(=CC2)C(F)(F)F)[C@@H](COC)C (3R)-4-amino-N-((2R)-1-methoxy-2-propanyl)-3-methyl-N-((6-(trifluoromethyl)-3-pyridazinyl)methyl)-1,3-dihydrofuro[3,4-c][1,7]naphthyridine-8-carboxamide